4-chloro-7-(4,4,5,5-tetramethyl-1,3,2-dioxaborolan-2-yl)-1-(2,2,2-trifluoroethyl)-1H-indazol-3-amine ClC1=C2C(=NN(C2=C(C=C1)B1OC(C(O1)(C)C)(C)C)CC(F)(F)F)N